C(#C)C1=CC=C(C=C1)NC(C(=C)C1=CC=CC=C1)=O N-(4-ethynylphenyl)-2-phenylacrylamide